N-(2-((tert-butyldimethylsilyl)oxy)ethyl)-N-(3,5-dimethylphenyl)-3-(1-(tetrahydro-2H-pyran-2-yl)-1H-pyrazol-4-yl)quinoxalin-6-amine [Si](C)(C)(C(C)(C)C)OCCN(C=1C=C2N=C(C=NC2=CC1)C=1C=NN(C1)C1OCCCC1)C1=CC(=CC(=C1)C)C